(R)-2-((1-(2-cyano-3-(isothiazol-4-yl)-7-methylquinolin-5-yl)ethyl)amino)benzoic acid C(#N)C1=NC2=CC(=CC(=C2C=C1C=1C=NSC1)[C@@H](C)NC1=C(C(=O)O)C=CC=C1)C